FC(C=1N(C=CN1)C1CC(C1)O)(F)F (1r,3r)-3-(2-(trifluoromethyl)-1H-imidazol-1-yl)cyclobutan-1-ol